Boc-6-aminocaproic acid CC(C)(C)OC(=O)NCCCCCC(=O)O